C1CC12NCC(CC2)NC2=NC=C(C(=N2)C2=CNC=1C(N(CCCC12)C1COC1)=O)C(F)(F)F 3-[2-({4-azaspiro[2.5]octan-6-yl}amino)-5-(trifluoromethyl)pyrimidin-4-yl]-7-(oxetan-3-yl)-1H,4H,5H,6H,7H,8H-pyrrolo[2,3-c]azepin-8-one